2-{3-[(1,3-benzothiazol-2-yl)amino]-4-methyl-5H,6H,7H-pyrrolo[2,3-c]pyridazin-7-yl}-1,3-thiazole-4-carboxylic acid S1C(=NC2=C1C=CC=C2)NC2=C(C1=C(N=N2)N(CC1)C=1SC=C(N1)C(=O)O)C